N-(3-(1,1-difluoroethyl)phenyl)-3-methyl-5-oxo-1-(3-(trifluoromethyl)phenyl)-4,5-dihydro-1H-pyrazole-4-carboxamide FC(C)(F)C=1C=C(C=CC1)NC(=O)C1C(=NN(C1=O)C1=CC(=CC=C1)C(F)(F)F)C